Methyl 5-(5-fluoro-3-hydroxypyridin-2-yl)-1-methylpyrrole-3-carboxylate FC=1C=C(C(=NC1)C1=CC(=CN1C)C(=O)OC)O